2-hydrazino-6-[(4,5-dimethylisoxazol-3-yl)amino]pyrimidine-4-carbonitrile N(N)C1=NC(=CC(=N1)C#N)NC1=NOC(=C1C)C